C1(=CC=CC=C1)[B-](C1=CC=CC=C1)(C1=CC=CC=C1)C1=CC=CC=C1.C(C)(C)[NH+](C(C)C)CC N,N-Diisopropylethylammonium Tetraphenylborat